4-(5-hydroxy-6-methylpyrimidine-4-carbonyl)piperazine OC=1C(=NC=NC1C)C(=O)N1CCNCC1